5,6,7-trimethyl-1,2,3,5-tetrahydro-4H-pyrrolo[3,4-c]pyridin-4-one, trifluoroacetate salt FC(C(=O)O)(F)F.CN1C(C2=C(C(=C1C)C)CNC2)=O